N-benzyl-2-hydroxy-N,N-dimethyl-ethanamidium chloride [Cl-].C(C1=CC=CC=C1)[N+](C(CO)=O)(C)C